[Si](C1=CC=CC=C1)(C1=CC=CC=C1)(C(C)(C)C)OC[C@@H]1C[C@@H](OC1)C1=C(C(N=C(N1)C=1SC=CN1)C1=C(C(=CC=C1)F)Cl)C(=O)OC (cis)-Methyl 6-(4-(((tert-butyldiphenylsilyl)oxy)methyl)-tetrahydrofuran-2-yl)-4-(2-chloro-3-fluorophenyl)-2-(thiazol-2-yl)-1,4-dihydropyrimidine-5-carboxylate